2,6-diazaspiro[3.5]nonane-2-carboxamide C1N(CC12CNCCC2)C(=O)N